C1(=CC=C(C=C1)C(=O)C1CCNCC1)C1=CC=CC=C1 [1,1'-biphenyl]-4-yl-(piperidine-4-yl)methanone